2-[(4-aminocyclohexyl)methyl]cyclohexylamine NC1CCC(CC1)CC1C(CCCC1)N